C(#N)C=1C=C(COC(=O)N[C@H](C(=O)O)CCN(CCCCC2=NC=3NCCCC3C=C2)CCOC)C=CC1 (S)-2-((((3-cyanobenzyl)oxy)carbonyl)amino)-4-((2-methoxyethyl)(4-(5,6,7,8-tetrahydro-1,8-naphthyridin-2-yl)butyl)amino)butanoic acid